1,4-dioxacyclooctane O1CCOCCCC1